O=C1CCC(CC1)(C#N)C(F)(F)F 4-oxo-1-(trifluoromethyl)cyclohexane-1-carbonitrile